{5-[1-(1,3-dioxo-1,3-dihydro-2H-isoindol-2-yl)ethyl]-3-(methylsulfanyl)-1H-1,2,4-triazol-1-yl}-1,3-thiazole-5-carbonitrile O=C1N(C(C2=CC=CC=C12)=O)C(C)C1=NC(=NN1C=1SC(=CN1)C#N)SC